[2,3-difluoro-4-[3-(1-methylpyrazol-4-yl)-1-(2-trimethylsilylethoxy-methyl)pyrazol-4-yl]phenyl]boronic acid FC1=C(C=CC(=C1F)C=1C(=NN(C1)COCC[Si](C)(C)C)C=1C=NN(C1)C)B(O)O